[4-[2-(2-oxabicyclo[2.2.2]octan-4-yl)-3H-imidazo[4,5-b]pyridin-7-yl]-1-piperidyl]-[4-(trifluoromethoxy)phenyl]methanone C12OCC(CC1)(CC2)C2=NC=1C(=NC=CC1C1CCN(CC1)C(=O)C1=CC=C(C=C1)OC(F)(F)F)N2